C(C)(C)(C)OC(=O)N1CC(C1)OC=1C=C(C(=NC1)C(=O)OC)F methyl 5-{[1-(tert-Butoxycarbonyl) azetidin-3-yl] oxy}-3-fluoropyridine-2-carboxylate